1-[(4-methoxyphenyl)methyl]-3-[trans-(7RS,9RS)-3-cyclopropyl-9-[(5-methoxypyridin-3-yl)amino]-5-(2-methyl-propylsulfamoyl)-8,9-dihydro-7H-cyclopenta[h]isoquinolin-7-yl]urea COC1=CC=C(C=C1)CNC(=O)N[C@@H]1C[C@H](C=2C1=CC(=C1C=C(N=CC21)C2CC2)S(NCC(C)C)(=O)=O)NC=2C=NC=C(C2)OC |r|